methyl (S)-2-((4-((6-((4-cyano-2-fluorophenylthio)methyl)pyridin-2-yl)oxy)piperidin-1-yl)methyl)-1-(oxetan-2-ylmethyl)-1H-benzo[d]imidazole-6-carboxylate C(#N)C1=CC(=C(C=C1)SCC1=CC=CC(=N1)OC1CCN(CC1)CC1=NC2=C(N1C[C@H]1OCC1)C=C(C=C2)C(=O)OC)F